6-(4-(tert-butoxycarbonyl)piperazin-1-yl)pyridazin-3-carboxylic acid C(C)(C)(C)OC(=O)N1CCN(CC1)C1=CC=C(N=N1)C(=O)O